CN1N=CC(=C1C=1C=CC(=NC1)NC([C@H](C1CCC(CC1)C)NC(=O)C1=CC=NN1CC)=O)C N-((S)-2-((5-(1,4-Dimethyl-1H-pyrazol-5-yl)pyridin-2-yl)amino)-1-((1r,4S)-4-methylcyclohexyl)-2-oxoethyl)-1-ethyl-1H-pyrazole-5-carboxamide